ClC=1C=C(C=CC1Cl)N1C(CCC1=O)=O 1-(3,4-dichlorophenyl)pyrrolidine-2,5-dione